(7S)-2-(((1-(4-fluorobenzyl)-1H-pyrazol-4-yl)methyl)amino)-4,7,8-trimethyl-7,8-dihydropteridin-6(5H)-one FC1=CC=C(CN2N=CC(=C2)CNC2=NC=3N([C@H](C(NC3C(=N2)C)=O)C)C)C=C1